OC(CCCC(CCO)C)(C)C 7-hydroxy-3,7-dimethyloctanol